Br[C@H]1[C@@H](O[C@@H]([C@H]1O)CO)N1C(=O)NC(=O)C=C1 2'-bromodeoxyuridine